3-iodo-1-methyl-6-(trifluoromethyl)pyridin-2(1H)-one IC=1C(N(C(=CC1)C(F)(F)F)C)=O